O1CN(C=C1)CNC1=C(C=C(C=C1)C1=NNC(OC1)=O)C(F)(F)F 5-[4-{[(Oxazol-3-yl)methyl]amino}-3-(trifluoromethyl)phenyl]-3,6-dihydro-2H-1,3,4-oxadiazin-2-one